(E)-3-(3-(2,6-bis(trifluoromethyl)pyridin-4-yl)-1H-1,2,4-triazol-1-yl)-1-(3-Hydroxyazetidin-1-yl)-2-(pyrimidin-5-yl)prop-2-en-1-one FC(C1=NC(=CC(=C1)C1=NN(C=N1)/C=C(/C(=O)N1CC(C1)O)\C=1C=NC=NC1)C(F)(F)F)(F)F